C(C1=CC=CC=C1)OC(=O)N[C@@H](CCCCN)C(=O)O benzyl-oxycarbonyl-lysine